5-(4-fluoro-2'-carbonyl-spiro[cyclohexane-1,3'-indolin]-5'-yl)-N-((4,6-dimethyl-2-carbonyl-1,2-dihydropyridin-3-yl)methyl)-3-(ethyl-(tetrahydro-2H-pyran-4-yl)amino)-2-methylbenzamide FC1CCC2(C(NC3=CC=C(C=C23)C=2C=C(C(=C(C(=O)NCC=3C(NC(=CC3C)C)=C=O)C2)C)N(C2CCOCC2)CC)=C=O)CC1